1,3,5-tris(isocyanatomethyl)-1,3,5-triazin-2,4,6-trione N(=C=O)CN1C(N(C(N(C1=O)CN=C=O)=O)CN=C=O)=O